C(CC)O[Si](O[Si](OCCC)(OCCC)CCCN([Si](C)(C)C)C1=CC=CC=C1)(OCCC)CCCN([Si](C)(C)C)C1=CC=CC=C1 ((1,1,3,3-tetrapropoxydisiloxane-1,3-diyl)bis(propane-3,1-diyl))bis(1,1,1-trimethyl-N-phenylsilaneamine)